BrC=1C=C2C[C@@H]([C@@H](OC2=C(C1)Br)C1=CC=C(C=C1)Br)[N+](=O)[O-] (2S,3S)-6,8-dibromo-2-(4-bromophenyl)-3-nitrochromane